CC1CCC2=C(C=CC(=C2C1)C(C)C)C cadina-1(10),6,8-triene